acryloyloxyhexyl pyrophosphate O(P([O-])(=O)OP(=O)([O-])[O-])CCCCCCOC(C=C)=O